hexadecyl-dimethyl-oxyamine C(CCCCCCCCCCCCCCC)N(OC)OC